tert-butyl 4-(4-chloro-6-((4-cyano-2-fluorobenzyl)oxy)pyridin-2-yl)piperazine-1-carboxylate ClC1=CC(=NC(=C1)OCC1=C(C=C(C=C1)C#N)F)N1CCN(CC1)C(=O)OC(C)(C)C